ethyl-4-hydroxy-1-([(±)-oxetan-2-yl]methyl)-5-oxo-2,5-dihydro-1H-pyrrole C(C)C1N(C(C(=C1)O)=O)C[C@@H]1OCC1 |r|